2-methyl-6-(trifluoromethyl)pyridine-3-sulfonyl chloride CC1=NC(=CC=C1S(=O)(=O)Cl)C(F)(F)F